3-Amino-5-bromo-2-hydroxybenzonitrile NC=1C(=C(C#N)C=C(C1)Br)O